C1=CC=C(C=C1)C[C@@H](C(=O)N[C@@H](CCCN=C(N)N)C(=O)O)N The molecule is a dipeptide composed of L-phenylalanine and L-arginine joined by a peptide linkage. It has a role as a metabolite. It derives from a L-phenylalanine and a L-arginine. It is a conjugate base of a Phe-Arg(1+).